4-formyl-5-trifluoromethylsulfonyloxybenzothiophene C(=O)C1=C(C=CC2=C1C=CS2)OS(=O)(=O)C(F)(F)F